(glycidoxy)propyl-dimethoxysilane C(C1CO1)OCCC[SiH](OC)OC